6-hydroxy-2,3-dihydro-1-benzofuran-3-one OC1=CC2=C(C(CO2)=O)C=C1